ClC1=NC(=C(C(=C1C#N)CC)C#N)N1CCC(CC1)N1C(CCC1=O)=O 2-chloro-6-(4-(2,5-dioxopyrrolidin-1-yl)piperidin-1-yl)-4-ethylpyridine-3,5-dicarbonitrile